FC(OC=1C=C(C=CC1)C1=CN(C=2C1=NC=C(C2)C(=O)O)C2=NC=C(C=N2)F)F 3-(3-(Difluoromethoxy)phenyl)-1-(5-fluoropyrimidin-2-yl)-1H-pyrrolo[3,2-b]pyridine-6-carboxylic acid